CNC(=O)C1=CC(=CC=2[C@H](COC21)C2=CC=CC=C2)C(=O)NC2=NN(N=C2)C |r| (+/-)-N7-Methyl-N5-(2-methyl-2H-1,2,3-triazol-4-yl)-3-phenyl-2,3-dihydrobenzofuran-5,7-dicarboxamid